3-chloro-2-(1-methyl-1H-pyrazol-3-yl)pyridine-4-thiol sodium [Na].ClC=1C(=NC=CC1S)C1=NN(C=C1)C